2-(oxetan-3-ylamino)-5-oxopyrazolo[1,5-a]pyridin O1CC(C1)NC=1NN2C(=CC(C=C2)=O)C1